C(C)(=O)[O-].C(C)(=O)[O-].C(CCCCCCCCCCCCCCCCC)[Sn+2]CCCCCCCCCCCCCCCCCC distearyl-tin diacetate